5-(1-naphthyl-imino)-3-heptanone C1(=CC=CC2=CC=CC=C12)N=C(CC(CC)=O)CC